C(C)OC(=O)C=1C=NC2=CC(=C(C=C2C1N1CCN(CCC1)S(N)(=O)=O)OC)OC 6,7-dimethoxy-4-(4-sulfamoyl-1,4-diazepan-1-yl)quinoline-3-carboxylic acid ethyl ester